7-(3-fluoro-4-(trifluoromethyl)phenyl)-N6-(isoquinolin-6-yl)-5-methyl-N2-(2-(piperidin-1-yl)ethaneYl)-4,7-dihydropyrazolo[1,5-a]Pyrimidine-2,6-dicarboxamide FC=1C=C(C=CC1C(F)(F)F)C1C(=C(NC=2N1N=C(C2)C(=O)NCCN2CCCCC2)C)C(=O)NC=2C=C1C=CN=CC1=CC2